C(C)OC(C1=C(C=CC=C1)COP(=O)(OC1=CC=C(C=C1)[N+](=O)[O-])N[C@H](C(=O)OCC(CC)CC)C)=O 2-((((((S)-1-(2-ethylbutoxy)-1-Oxopropane-2-yl)amino)(4-nitrophenoxy)phosphoryl)oxy)methyl)benzoic acid ethyl ester